ClC1=NC=C(C(=N1)NCC1=C(C=C(C=C1)F)OC)C(=O)N 2-chloro-4-[(2-methoxy-4-fluorobenzyl)amino]pyrimidin-5-carboxamide